4-amino-6-(2,4-difluorophenyl)-2-[rac-(1S)-3-morpholino-1-piperidyl]pyrimidine-5-carbaldehyde NC1=NC(=NC(=C1C=O)C1=C(C=C(C=C1)F)F)N1CC(CCC1)N1CCOCC1